indeno-triphenylene C1=CC=CC=2C3=CC=CC=C3C3=CC=C4C(=C3C12)CC=1C=CC=CC14